C1N(CC12CCC2)[C@H]2CC[C@H](CC2)NC=2C=1C=C(N(C1C=CC2)CC(F)(F)F)C#CCNC2=C(C=C(C=C2)S(=O)(=O)C)OC cis-N-[4-(2-azaspiro[3.3]heptan-2-yl)cyclohexyl]-2-[3-(2-methoxy-4-methylsulfonyl-anilino)prop-1-ynyl]-1-(2,2,2-trifluoroethyl)indol-4-amine